CN(CCNC(=O)C=1COC2=CC=C(C=C2C1C1=CC=C(C=C1)F)OC(F)(F)F)C N-(2-(dimethylamino)ethyl)-4-(4-fluorophenyl)-6-(trifluoromethoxy)-2H-chromene-3-carboxamide